[Na+].OC=1C=C(C(=O)[O-])C=CC1O 3,4-dihydroxybenzoate sodium